(E)-3-(5-(2-(4-(5-(4-(1-(4-hydroxyphenyl)-2-phenylbut-1-en-1-yl)phenyl)pentyl)-1,4-diazepan-1-yl)ethyl)-1-oxoisoindolin-2-yl)piperidine-2,6-dione OC1=CC=C(C=C1)\C(=C(/CC)\C1=CC=CC=C1)\C1=CC=C(C=C1)CCCCCN1CCN(CCC1)CCC=1C=C2CN(C(C2=CC1)=O)C1C(NC(CC1)=O)=O